OCC=1C(=NC(=CC1)C(F)(F)F)C1=CC=C(C=C1)CN1C(COCC1)=O 4-[[4-[3-(hydroxymethyl)-6-(trifluoromethyl)-2-pyridinyl]phenyl]methyl]morpholin-3-one